1-amino-4-((4-(tert-amyl)phenyl)amino)cyclohexane-1-carboxylic acid NC1(CCC(CC1)NC1=CC=C(C=C1)C(C)(C)CC)C(=O)O